1-((3S,5R)-1-(but-2-ynoyl)-5-(methoxymethyl)pyrrolidin-3-yl)-3-((1-ethyl-4,6-difluoro-1H-benzo[d]imidazol-5-yl)ethynyl)-5-(methylamino)-1H-pyrazole-4-carboxamide C(C#CC)(=O)N1C[C@H](C[C@@H]1COC)N1N=C(C(=C1NC)C(=O)N)C#CC1=C(C2=C(N(C=N2)CC)C=C1F)F